N-(2-(4-methylpent-1-yloxy)ethyl)-3-morpholinopropan-1-amine CC(CCCOCCNCCCN1CCOCC1)C